FC=1C=CC(=NC1)OC=1C=CC(=NC1)NC([C@H](C)[C@@H]1C[C@@H](CCC1)C1=CC=[N+](C=C1)[O-])=O 4-((1R,3s)-3-((R)-1-((5-((5-fluoropyridin-2-yl)oxy)pyridin-2-yl)amino)-1-oxopropan-2-yl)cyclohexyl)pyridine 1-oxide